CN(C(=N)N)N=CC(=O)O 2-[(1-methylguanidino)-imino]acetic acid